C(C)(C)(C)N(C)C tert-butyldimethyl-amine